O1C(=NN=C1)C1CC2(C1)N(C(CN(C2=O)C2=C(C=C(C#N)C=C2)F)=O)CC2=CC=C(C=C2)C(F)(F)F 4-((2r,4r)-2-(1,3,4-oxadiazol-2-yl)-6,9-dioxo-5-(4-(trifluoromethyl)-benzyl)-5,8-diazaspiro-[3.5]nonan-8-yl)-3-fluorobenzonitrile